S(=O)(O)[O-].[Na+] sodium hydrogen sulfite salt